2,3-dichloro-1-propanol ClC(CO)CCl